(S)-2-(4-(5-chloro-2-(4-chloro-1H-1,2,3-triazol-1-yl)phenyl)-2,5-dioxapiperazin-1-yl)-N-(2-(difluoromethyl)-2H-indazol-5-yl)-3-phenylpropanamide ClC=1C=CC(=C(C1)N1CON(CO1)[C@H](C(=O)NC1=CC2=CN(N=C2C=C1)C(F)F)CC1=CC=CC=C1)N1N=NC(=C1)Cl